1-(3-(6-(5-methyl-1H-indazol-4-yl)benzofuran-2-yl)azetidin-1-yl)but-2-yn-1-one CC=1C(=C2C=NNC2=CC1)C1=CC2=C(C=C(O2)C2CN(C2)C(C#CC)=O)C=C1